tert-butyl ((4-(3-(((2-(4-fluorophenyl)-3-(pyridin-4-yl)pyrazolo[1,5-a]pyridin-6-yl)methyl)amino)propoxy)phenyl)(imino)methyl)carbamate FC1=CC=C(C=C1)C1=NN2C(C=CC(=C2)CNCCCOC2=CC=C(C=C2)C(=N)NC(OC(C)(C)C)=O)=C1C1=CC=NC=C1